4-(3,6-difluoro-2-methylphenyl)-5-[4-(10-hydroxydecyl)benzoyl]-1-methylpyrrole-3-carboxamide FC=1C(=C(C(=CC1)F)C=1C(=CN(C1C(C1=CC=C(C=C1)CCCCCCCCCCO)=O)C)C(=O)N)C